2-bromopyridine nitrogen [N].BrC1=NC=CC=C1